N1C(=NC=C1)C1=CC=C(C(=N1)C([2H])([2H])[2H])N1CCN(CC1)CC1=C(C(=NC=C1)NC(=O)NCC)F 1-(4-((4-(6-(1H-imidazol-2-yl)-2-(methyl-d3)pyridin-3-yl)piperazin-1-yl)methyl)-3-fluoropyridin-2-yl)-3-ethylurea